Cl.FC1=CC(=CC2=C1N=C(S2)C=2CCNCC2)C2=CC1=CN(N=C1C=C2)C 4-fluoro-6-(2-methyl-2H-indazol-5-yl)-2-(1,2,3,6-tetrahydropyridin-4-yl)-1,3-benzothiazole hydrochloride